3,4,5-trifluoro-phenylboronic acid FC=1C=C(C=C(C1F)F)B(O)O